C(C)OC(C(C=CC(C)(C)C)NC(C1=CC=C(C=C1)OC1=CC(=CC=C1)Cl)=O)=O ethyl-2-[p-(m-chlorophenoxy) benzoylamino]-5,5-dimethyl-3-hexenoate